2-(3,5-dichloro-4-((4'-methyl-2'-oxospiro[cyclobutane-1,3'-indolin]-5'-yl)oxy)phenyl)-3,5-dioxo-2,3,4,5-tetrahydro-1,2,4-triazine-6-carboxylic acid ClC=1C=C(C=C(C1OC=1C(=C2C3(C(NC2=CC1)=O)CCC3)C)Cl)N3N=C(C(NC3=O)=O)C(=O)O